(Z)-2-(2,6-Dioxopiperidin-3-yl)-4-((1-((4-(2-(4-(1-(4-hydroxyphenyl)-2-phenylbut-1-en-1-yl)phenoxy)ethyl)piperazin-1-yl)methyl)piperidin-4-yl)amino)isoindolin-1,3-dion O=C1NC(CCC1N1C(C2=CC=CC(=C2C1=O)NC1CCN(CC1)CN1CCN(CC1)CCOC1=CC=C(C=C1)\C(=C(\CC)/C1=CC=CC=C1)\C1=CC=C(C=C1)O)=O)=O